2,2'-[(2-hydroxyphenyl)methylene]bis(3,5,6-trimethylphenol) OC1=C(C=CC=C1)C(C1=C(C(=C(C=C1C)C)C)O)C1=C(C(=C(C=C1C)C)C)O